N1N=CN=C1[C@@H]1CN(CC1)C(=O)N1CC2(C1)CC(C2)CC=2C=CC(=C(C(=O)OC)C2)OC(F)(F)F Methyl 5-[[2-[(3S)-3-(1H-1,2,4-triazol-5-yl)pyrrolidine-1-carbonyl]-2-azaspiro[3.3]heptan-6-yl]methyl]-2-(trifluoromethoxy)benzoate